3-(1-Oxo-5-(((1S,2R)-2-(((1-(trifluoromethyl)cyclopropyl)methyl)amino)cyclohexyl)oxy)isoindolin-2-yl)piperidin-2,6-dion O=C1N(CC2=CC(=CC=C12)O[C@@H]1[C@@H](CCCC1)NCC1(CC1)C(F)(F)F)C1C(NC(CC1)=O)=O